3-(HEXAHYDRO-1H-AZEPIN-1-YL)-BENZENEPROPANOIC ACID N1(CCCCCC1)C=1C=C(C=CC1)CCC(=O)O